3-(4-bromophenyl)-3-fluorooxetane BrC1=CC=C(C=C1)C1(COC1)F